C1(CC1)CN1C(=CC=2C=CC3=C(C12)N(C(CO3)=O)COC)C(=O)OC methyl 9-(cyclopropylmethyl)-1-(methoxymethyl)-2-oxo-1,2,3,9-tetrahydro-[1,4]oxazino[2,3-g]indole-8-carboxylate